CC1=NC=CC(=C1C)C=1NC2=CC=C(C=C2C1CC)C1CCNCC1 2-(2,3-dimethylpyridin-4-yl)-3-ethyl-5-(piperidin-4-yl)-1H-indole